((3S,4S)-8-(5-((2-Chloro-3-((dimethyl(oxo)-λ6-sulfanylidene)amino)phenyl)thio)-3-(hydroxymethyl)-6-methylpyrazin-2-yl)-3-methyl-2-oxa-8-azaspiro[4.5]dec-4-yl)carbamate ClC1=C(C=CC=C1N=S(=O)(C)C)SC=1N=C(C(=NC1C)N1CCC2([C@@H]([C@@H](OC2)C)NC([O-])=O)CC1)CO